C(C)OC(=O)C1C(CC(CC1)C1=C(C=C(C=C1)C)C)=O 4-(2,4-dimethylphenyl)-2-oxocyclohexane-1-carboxylic acid ethyl ester